methyl 2-[[4-(4-chlorophenyl)-5-(cyclopropylmethoxy) pyridine-2-carbonyl] amino]-2-ethylbutyrate ClC1=CC=C(C=C1)C1=CC(=NC=C1OCC1CC1)C(=O)NC(C(=O)OC)(CC)CC